C(CCCCCCCCCCCCCCCC)(=O)OC[C@@H](OC(CCCCCCCCCCCCCCCC)=O)COP(=O)(O)OCCN 1,2-bis-heptadecanoyl-sn-glycero-3-phosphoethanolamine